1,1,3,3-Tetramethoxy-1,3-divinyldisiloxan CO[Si](O[Si](C=C)(OC)OC)(C=C)OC